(2R,3R,4S,5S)-2-((bis(4-methoxyphenyl)(phenyl)methoxy)methyl)-5-(3-docosanamido propyl)-4-methoxytetrahydrofuran-3-yl (2-cyanoethyl) diisopropylphosphoramidite C(C)(C)N(P(O[C@@H]1[C@H](O[C@H]([C@@H]1OC)CCCNC(CCCCCCCCCCCCCCCCCCCCC)=O)COC(C1=CC=CC=C1)(C1=CC=C(C=C1)OC)C1=CC=C(C=C1)OC)OCCC#N)C(C)C